1-(4-(benzylamino)phenyl)-3-((2-(2,6-dioxopiperidin-3-yl)-1-oxoisoindolin-5-yl)methyl)urea C(C1=CC=CC=C1)NC1=CC=C(C=C1)NC(=O)NCC=1C=C2CN(C(C2=CC1)=O)C1C(NC(CC1)=O)=O